1-(Bromomethyl)-4-(ethylsulfonyl)benzene BrCC1=CC=C(C=C1)S(=O)(=O)CC